(S,E)-1-(4-((5-(2-(2-aminopyridin-3-yl)-5-(1H-pyrazol-1-yl)-3H-imidazo[4,5-b]pyridin-3-yl)-2,3-dihydro-1H-inden-1-yl)amino)piperidin-1-yl)but-2-en-1-one NC1=NC=CC=C1C1=NC=2C(=NC(=CC2)N2N=CC=C2)N1C=1C=C2CC[C@@H](C2=CC1)NC1CCN(CC1)C(\C=C\C)=O